(R)-tert-butyl ((4-(pyridin-4-yl)-1,3-dihydroisobenzofuran-1-yl)methyl)carbamate N1=CC=C(C=C1)C1=C2CO[C@H](C2=CC=C1)CNC(OC(C)(C)C)=O